C(C1=CC=CC=C1)OC(=O)N[C@@H](C)C(=O)OC1C(CN(CC1)CC)(F)F 1-ethyl-3,3-difluoropiperidin-4-yl ((benzyloxy)carbonyl)-L-alaninate